Lanthanum-magnesium-nickel [Ni].[Mg].[La]